3-(5-(3-fluoro-4-((3-(methoxymethyl)azetidin-1-yl)methyl)pyridin-2-yl)-1-oxoisoindolin-2-yl)piperidine-2,6-dione FC=1C(=NC=CC1CN1CC(C1)COC)C=1C=C2CN(C(C2=CC1)=O)C1C(NC(CC1)=O)=O